FC1=C(C(=CC=C1)OC)C1=CC(=NC=C1C(=O)NC=1SC2=C(N1)CN(C2)C(=O)OC(C)(C)C)C tert-Butyl 2-(4-(2-fluoro-6-methoxyphenyl)-6-methylnicotinamido)-4,6-dihydro-5H-pyrrolo[3,4-d]thiazole-5-carboxylate